C1(CC1)N1C(C2=C(CCC1)C(=CN2)C2=NC(=NC=C2C(F)(F)F)N[C@@H]2CNC(CC2)(C)C)=O 7-cyclopropyl-3-(2-{[(3S)-6,6-dimethylpiperidin-3-yl]amino}-5-(trifluoromethyl)pyrimidin-4-yl)-1H,4H,5H,6H,7H,8H-pyrrolo[2,3-c]azepin-8-one